N1C(=NC=C1)C1CCN(CC1)C(=O)C1=CC=C(C=C1)C1=CNC2=CC=CC=C12 (4-(1H-imidazol-2-yl)piperidin-1-yl)(4-(1H-indol-3-yl)phenyl)methanone